2-chloro-6-methyl-7,8-dihydro-1,6-naphthyridine-5(6H)-one ClC1=NC=2CCN(C(C2C=C1)=O)C